N-(2-chloro-4-(trifluoromethyl)benzyl)-1-(((3S)-1-((3-cyano-1-azetidinyl)sulfonyl)-3-piperidinyl)carbonyl)-D-prolinamide ClC1=C(CNC([C@@H]2N(CCC2)C(=O)[C@@H]2CN(CCC2)S(=O)(=O)N2CC(C2)C#N)=O)C=CC(=C1)C(F)(F)F